(S)-1-cyano-N-(4-(imidazo[1,2-a]pyrimidin-5-yl)pyridin-2-yl)pyrrolidine-3-carboxamide methyl-5-{[(3R)-1-(tert-butoxycarbonyl)pyrrolidin-3-yl]methyl}pyridine-2-carboxylate COC(=O)C1=NC=C(C=C1)C[C@H]1CN(CC1)C(=O)OC(C)(C)C.C(#N)N1C[C@H](CC1)C(=O)NC1=NC=CC(=C1)C1=CC=NC=2N1C=CN2